4-(1-(prop-2-yn-1-yloxy)ethyl)piperidine hydrochloride Cl.C(C#C)OC(C)C1CCNCC1